trifluoroacetic acid, 2-methylpropyl ester FC(C(=O)OCC(C)C)(F)F